CC(=O)N[C@@H]1[C@H]([C@H]([C@H](O[C@@H]1O[C@@H]2[C@H]([C@@H](O[C@@H]([C@@H]2O)CO)O[C@H]3[C@H]([C@H](O[C@@H]([C@@H]3O)O)CO)O)NC(=O)C)CO)O)O The molecule is a linear amino trisaccharide consisting of two alpha-(1->3)-linked N-acetyl-galactosamine units, which are in turn linked beta-(1->3) to an alpha-galactose unit at the reducing end. It is an amino trisaccharide and a galactosamine oligosaccharide.